CN(C(=O)C=1C=NC(=NC1)S(=O)(=O)C)C1=CC=CC=C1 N-methyl-2-(methylsulfonyl)-N-phenylpyrimidine-5-carboxamide